N-((1s,3s)-3-(6-((1-(3-(4-(2-(2,6-dioxopiperidin-3-yl)-1,3-dioxoisoindoline-5-yl)piperazin-1-yl)propyl)piperidin-4-yl)amino)-9H-purin-9-yl)cyclobutyl)-6-methylpicolinamide O=C1NC(CC[C@@H]1N1C(C2=CC=C(C=C2C1=O)N1CCN(CC1)CCCN1CCC(CC1)NC1=C2N=CN(C2=NC=N1)C1CC(C1)NC(C1=NC(=CC=C1)C)=O)=O)=O